3-(5-Methyl-2-((1-methyl-1H-pyrazol-4-yl)amino)pyrimidin-4-yl)-N-(2,2,2-trifluoroethyl)-8-azabicyclo[3.2.1]oct-2-ene-8-carboxamide CC=1C(=NC(=NC1)NC=1C=NN(C1)C)C1=CC2CCC(C1)N2C(=O)NCC(F)(F)F